C1(CCCC1)CNC(=O)C=1C(=NC(=CC1C)N1CCOCC1)SCC N-(Cyclopentyl-methyl)-2-ethylsulfanyl-4-methyl-6-morpholin-4-yl-pyridine-3-carboxylic acid amide